O=C1C(=CC=NN1)C(C)C1=CC=CC=C1 6-oxo-5-(1-phenyl-ethyl)-1,6-dihydropyridazin